5-(2,4-dihydroxyphenyl)-N-isopropyl-4H-1,2,4-triazole-3-carboxamide OC1=C(C=CC(=C1)O)C=1NC(=NN1)C(=O)NC(C)C